propionamidine hydrochloride Cl.C(CC)(=N)N